ClC1=CC(=C(C=N1)C#CC(C)(O)C)NC(C)C 4-(6-chloro-4-(isopropylamino)-3-pyridinyl)-2-methyl-but-3-yn-2-ol